4-nitrophenyl 1-(6-methoxypyridin-3-yl)-3-methyl-5-oxo-4,5-dihydro-1H-pyrazole-4-carboxylate COC1=CC=C(C=N1)N1N=C(C(C1=O)C(=O)OC1=CC=C(C=C1)[N+](=O)[O-])C